mono(sec-butoxy)di(n-propoxy)aluminum C(C)(CC)O[Al](OCCC)OCCC